2-(2-{[2-(5-phenyl-1H-imidazol-2-yl)ethyl]amino}ethyl)-[1,3]thiazolo[5,4-d]pyrimidin-7-amine C1(=CC=CC=C1)C1=CN=C(N1)CCNCCC=1SC=2N=CN=C(C2N1)N